2-[Methyl-(oxetane-3-carbonyl)-amino]-5-oxo-5H-thieno[3,2-b]pyran-6-carboxylic acid CN(C1=CC=2OC(C(=CC2S1)C(=O)O)=O)C(=O)C1COC1